N-[(4S)-7-chloro-6-(2,6-difluorophenyl)-4-methyl-8-(trifluoromethyl)-4H-[1,2,4]triazolo[1,5-a][1,4]benzodiazepine-2-Yl]-3,3-dioxo-3λ6-thia-6-azabicyclo[3.1.1]heptane-6-carboxamide ClC1=C(C=CC2=C1C(=N[C@H](C=1N2N=C(N1)NC(=O)N1C2CS(CC1C2)(=O)=O)C)C2=C(C=CC=C2F)F)C(F)(F)F